1-(3,3-difluoro-4-phenylpiperidin-1-yl)-2-{3-[(2R,6S)-2,6-dimethylmorpholine-4-carbonyl]-5,6-dihydrocyclopenta[c]pyrazol-1(4H)-yl}ethan-1-one FC1(CN(CCC1C1=CC=CC=C1)C(CN1N=C(C2=C1CCC2)C(=O)N2C[C@H](O[C@H](C2)C)C)=O)F